NC1=NC=CC(=N1)C1=C(N=C(S1)C1CCC2(CN(C2)C(CCCCCC=2C=C3C(N(CC3=CC2)C2C(NC(CC2)=O)=O)=O)=O)CC1)C=1C(=C(C=CC1)C(CC)S(=O)(=O)N)F (3-(5-(2-aminopyrimidin-4-yl)-2-(2-(6-(2-(2,6-dioxopiperidin-3-yl)-3-oxoisoindolin-5-yl)hexanoyl)-2-azaspiro[3.5]nonan-7-yl)thiazol-4-yl)-2-fluorophenyl)propane-1-sulfonamide